6-(4-chloroimidazol-1-yl)-5-methoxy-pyridin-3-amine ClC=1N=CN(C1)C1=C(C=C(C=N1)N)OC